alpha-pyrrolidone C1CC(=O)NC1